FC(OC1=C(C=CC=C1)C1CC(C1)O)(F)F 3-(2-(trifluoromethoxy)phenyl)cyclobutan-1-ol